4,4'-diacryloyloxydihexylstilben C(C=C)(=O)OC1=CC=C(C=C1)C(=C(C1=CC=C(C=C1)OC(C=C)=O)CCCCCC)CCCCCC